3-(2-benz-thiazolylthio)-1-propanesulphonic acid S1C(=NC2=C1C=CC=C2)SCCCS(=O)(=O)O